ClC=1C(=NC(=NC1)N1C[C@H](N(CC1)C)C)N1CC(C1)C(=O)N(C)C(C)(C)C1=CN=C2N1C=CC=C2 1-{5-chloro-2-[(3R)-3,4-dimethylpiperazin-1-yl]pyrimidin-4-yl}-N-(2-{imidazo[1,2-a]pyridin-3-yl}propan-2-yl)-N-methylazetidine-3-carboxamide